1-N-[4-(6-cyanoquinazolin-4-yl)oxyphenyl]-1-N'-(4-fluorophenyl)cyclopropane-1,1-dicarboxamide C(#N)C=1C=C2C(=NC=NC2=CC1)OC1=CC=C(C=C1)NC(=O)C1(CC1)C(=O)NC1=CC=C(C=C1)F